OC\C(=C/CNC1=NC=C2NC=NC2=N1)\C (Z)-4-hydroxy-3-methylbut-2-enylaminopurine